4-(4-((1R,5S)-3,8-diazabicyclo[3.2.1]octan-3-yl)-8-fluoro-2-(1-(1-methylpyrrolidin-2-yl)ethoxy)pyrido[4,3-d]pyrimidin-7-yl)naphthalen-2-ol [C@H]12CN(C[C@H](CC1)N2)C=2C1=C(N=C(N2)OC(C)C2N(CCC2)C)C(=C(N=C1)C1=CC(=CC2=CC=CC=C12)O)F